1-((8-fluoro-6,12-dioxo-6,12-dihydroindolo[2,1-b]quinazolin-2-yl)methyl)urea FC=1C=C2C(C3=NC4=CC=C(C=C4C(N3C2=CC1)=O)CNC(=O)N)=O